CN1C(N(C2=C1C=C(C=C2)CC2CCN(CC2)C2CCNCC2)C2C(NC(CC2)=O)=O)=O 3-[3-Methyl-2-oxo-5-[[1-(4-piperidyl)-4-piperidyl]methyl]benzimidazol-1-yl]piperidine-2,6-dione